The molecule is a HETE having a (12S)-hydroxy group and (5Z)-, (8Z)-, (10E)- and (14Z)-double bonds. It has a role as an angiogenesis inducing agent and a human metabolite. It is a HETE and a (5Z,8Z,10E,14Z)-12-hydroxyicosatetraenoic acid. It is a conjugate acid of a 12(S)-HETE(1-). It is an enantiomer of a 12(R)-HETE. CCCCC/C=C\\C[C@@H](/C=C/C=C\\C/C=C\\CCCC(=O)O)O